1-[7-[3-[2-(2-Aminoethoxy)ethoxy]prop-1-ynyl]imidazo[1,2-a]pyridin-3-yl]hexahydropyrimidine-2,4-dione NCCOCCOCC#CC1=CC=2N(C=C1)C(=CN2)N2C(NC(CC2)=O)=O